N-(6-(7-((1H-pyrazol-5-yl)amino)-5-chloro-6-fluoro-1H-indazol-4-yl)imidazo[1,2-a]pyrazin-2-yl)-2-fluorocyclopropane-1-carboxamide N1N=CC=C1NC=1C(=C(C(=C2C=NNC12)C=1N=CC=2N(C1)C=C(N2)NC(=O)C2C(C2)F)Cl)F